FC=1C=C(C=C(C1)F)C=1N=C(C2=C(N1)CCSC2)OCOCCOC 2-(3,5-difluorophenyl)-4-((2-methoxyethoxy)methoxy)-7,8-dihydro-5H-thiopyrano[4,3-d]pyrimidine